((1R,4R,7R)-7-amino-2-azabicyclo[2.2.1]hept-2-yl)(1-methyl-2-(3-methyl-2,3-dihydro-1H-pyrrolo[1,2,3-de]quinoxalin-5-yl)-1H-benzo[d]imidazol-5-yl)methanone N[C@H]1[C@@H]2N(C[C@H]1CC2)C(=O)C2=CC1=C(N(C(=N1)C1=CC=3C=4N1C(CNC4C=CC3)C)C)C=C2